C1(CC1)C1=C(C(=NO1)C1=C(C=NC=C1Cl)Cl)/C=C/C1CC2(CC(C2)COC=2C=C(C(=NC2)C(=O)OC)C)C1 methyl (E)-5-((6-(2-(5-cyclopropyl-3-(3,5-dichloropyridin-4-yl)isoxazol-4-yl)vinyl)spiro[3.3]heptan-2-yl)methoxy)-3-methylpicolinate